2-trifluoromethylbenzamidine FC(C1=C(C(=N)N)C=CC=C1)(F)F